D-ribo-Hex-2-ulopyranose OCC1(O)[C@H](O)[C@H](O)[C@H](O)CO1